C1=CC(=CC2=NC3=CC(=CC=C3C=C12)[N+]#N)[N+]#N Acridine-3,6-bisdiazonium